benzyl-hydroxy (hydroxy) ether OOOCC1=CC=CC=C1